2-{3-[(1,3-Benzothiazol-2-yl)amino]-4-methyl-5H-6H-7H-pyrrolo[2,3-c]pyridazin-7-yl}-5-(3-{4-[3-(dimethylamino)prop-1-yn-1-yl]-2-fluorophenoxy}propyl)-1,3-thiazole-4-carboxylic acid S1C(=NC2=C1C=CC=C2)NC2=C(C1=C(N=N2)N(CC1)C=1SC(=C(N1)C(=O)O)CCCOC1=C(C=C(C=C1)C#CCN(C)C)F)C